OCC(CO)NC(O[C@@H]1CC[C@H](CC1)C(N(C[C@@H]1CC[C@H](CC1)C1=CC(=C(C=C1)OC)C)C1=CC(=CC=C1)C=1C=NN(C1)C1CC1)=O)=O trans-4-((3-(1-Cyclopropyl-1H-pyrazol-4-yl)phenyl)((trans-4-(4-methoxy-3-methylphenyl)cyclohexyl)methyl)carbamoyl)-cyclohexyl (1,3-dihydroxypropan-2-yl)carbamate